Cl.C(C)N(CCCOC1=C(C=C(C=C1C)NC1=NC=C(C(=N1)N1OCCC1C1=CC=CC=C1)F)C)CC N-(4-(3-(diethylamino)propoxy)-3,5-dimethylphenyl)-5-fluoro-4-(3-phenylisoxazolidin-2-yl)pyriMidin-2-amine hydrochloride